1-[[2-[bis[(2,4-dimethoxyphenyl)methyl]amino]-6-methyl-3-nitro-4-pyridyl]amino]-2-methyl-propan-2-ol COC1=C(C=CC(=C1)OC)CN(C1=NC(=CC(=C1[N+](=O)[O-])NCC(C)(O)C)C)CC1=C(C=C(C=C1)OC)OC